ClC1=C(OCCCN(CCO)CC#C)C=CC(=C1)Cl 2-((3-(2,4-Dichlorophenoxy)propyl)(prop-2-yn-1-yl)amino)ethan-1-ol